NC1=C(C(=O)NC(C)C)C=C(C=N1)C1=C(C=C(C=C1)NC([C@@H](O)C1=CC=CC=2CCOC21)=O)C (S)-2-amino-5-(4-(2-(2,3-dihydrobenzofuran-7-yl)-2-hydroxyacetamido)-2-methylphenyl)-N-isopropylnicotinamide